6-chloro-7-(1-((6,7-dihydro-5H-pyrrolo[1,2-a]imidazol-3-yl)sulfonyl)-1,2,3,6-tetrahydropyridin-4-yl)-[1,2,4]triazolo[1,5-a]pyridine ClC=1C(=CC=2N(C1)N=CN2)C=2CCN(CC2)S(=O)(=O)C2=CN=C1N2CCC1